2,8-difluoro-5-trifluoromethyl-dibenzothiophenium FC1=CC2=C([S+](C3=C2C=C(C=C3)F)C(F)(F)F)C=C1